C(#N)C(C)C(C#N)=C α-cyanoethyl-acrylonitrile